3-Carboxyphenyl 3-deoxy-3-[4-(3,4,5-trifluorophenyl)-1H-1,2,3-triazol-1-yl]-1-thio-α-D-galactopyranoside FC=1C=C(C=C(C1F)F)C=1N=NN(C1)[C@@H]1[C@H]([C@@H](SC2=CC(=CC=C2)C(=O)O)O[C@@H]([C@@H]1O)CO)O